NC/C(/CN1C=CC2=CC(=CC=C12)C(=O)N1CCOCC1)=C\F (E)-(1-(2-(aminomethyl)-3-fluoroallyl)-1H-indol-5-yl)(morpholino)methanone